C(C)(C)NC1=CC=C(C=C1)N1CCC(CC1)C(F)(F)F N-isopropyl-4-(4-(trifluoromethyl)piperidin-1-yl)aniline